O[C@]1(CCN(CC12CCCC2)C(=O)N2[C@@H](CNCC2)C2=CC=CC=C2)CN2C=NC(=CC2=O)C=2C=C(C=CC2)C.[Ba+2] barium (ii) 3-(((S)-10-Hydroxy-7-((R)-2-phenylpiperazine-1-carbonyl)-7-azaspiro[4.5]decan-10-yl)methyl)-6-(m-tolyl)pyrimidin-4(3H)-one